ClC=1C2=CN(N=C2C=CC1C1=CNC=2N=C(N(C(C21)=O)C)N2CCNCCC2)CC 5-(4-Chloro-2-ethyl-2H-indazol-5-yl)-2-(1,4-diazepan-1-yl)-3-methyl-3H,4H,7H-pyrrolo[2,3-d]pyrimidin-4-one